Tripropylboron C(CC)B(CCC)CCC